N-(8-aminooctyl)-2-((2-(2,6-dioxopiperidin-3-yl)-1,3-dioxoisoindolin-4-yl)oxy)acetamide hydrochloride Cl.NCCCCCCCCNC(COC1=C2C(N(C(C2=CC=C1)=O)C1C(NC(CC1)=O)=O)=O)=O